CN(S(=O)(=O)N1N=C(C=C1NC=1N=C(C2=C(N1)C=C(O2)C2=CC=NC=C2)N2CCOCC2)C2=CC(=NC=C2)C)C N,N-dimethyl-3-(2-methylpyridin-4-yl)-5-((4-morpholino-6-(pyridin-4-yl)furo[3,2-d]pyrimidin-2-yl)amino)-1H-pyrazole-1-sulfonamide